[I-].C1(=CC=CC=C1)CC[P+](C1=CC=CC=C1)(C1=CC=CC=C1)C1=CC=CC=C1 phenylethyl-triphenyl-phosphonium iodide